2-(1-(cyclobutylmethyl)-5-(quinolin-6-yl)-1H-indol-3-yl)acetic acid C1(CCC1)CN1C=C(C2=CC(=CC=C12)C=1C=C2C=CC=NC2=CC1)CC(=O)O